N-cyclobutyl-2-(2-fluorophenyl)-6-methyl-7-tosyl-7H-pyrrolo[2,3-d]pyrimidin-4-amine C1(CCC1)NC=1C2=C(N=C(N1)C1=C(C=CC=C1)F)N(C(=C2)C)S(=O)(=O)C2=CC=C(C)C=C2